FC1(CC2(C1)C[C@H](N(CC2)CC2=C1C=CNC1=C(C=C2OC)C)C2=C(C=C(C(=O)O)C=C2)NC2CC(C2)(F)F)F 4-[(6S)-2,2-difluoro-7-[(5-methoxy-7-methyl-1H-indol-4-yl)methyl]-7-azaspiro[3.5]nonan-6-yl]-3-[(3,3-difluorocyclobutyl)amino]benzoic acid